CC1=CC(=C(C=N1)[N+](=O)[O-])N 6-methyl-3-nitropyridin-4-amine